O[C@@H]1C[C@H](NC1)C(=O)N[C@@H](C)C1=CC=C(C=C1)C1=C(N=CS1)C (2S,4R)-4-hydroxy-N-[(1S)-1-[4-(4-methylthiazol-5-yl)phenyl]ethyl]pyrrolidine-2-carboxamide